(5-(1,3-difluoro-5-(methylamino)-5,6,7,8-tetrahydronaphthalen-2-yl)-1H-pyrazolo[3,4-c]pyridin-3-yl)-N-methylbenzamide FC1=C(C(=CC=2C(CCCC12)NC)F)C=1C=C2C(=CN1)NN=C2C2=C(C(=O)NC)C=CC=C2